ClC=1C=C(C=C(C1OCCCl)C#N)C(C)(C)C1=CC=C(OCC2=NC(=NC=C2)N2CCC3(CN(C3)C3CCN(CC3)C3CN(C3)C(=O)OC(C)(C)C)CC2)C=C1 tert-butyl 3-(4-(7-(4-((4-(2-(3-chloro-4-(2-chloroethoxy)-5-cyanophenyl)propan-2-yl)phenoxy)methyl)pyrimidin-2-yl)-2,7-diazaspiro[3.5]nonan-2-yl)piperidin-1-yl)azetidine-1-carboxylate